ClC1=CC=C2C=CC=NC2=C1NS(=O)(=O)C1=NC(=CN=C1)N1CCCC1 N-(7-chloro-8-quinolinyl)-6-pyrrolidin-1-yl-pyrazine-2-sulfonamide